N-(6-(4-((2-amino-2-oxoethyl)carbamoyl)phenyl)-2-(3-hydroxy-3-methylbutyl)-2H-indazol-5-yl)-3-nitrobenzamide NC(CNC(=O)C1=CC=C(C=C1)C=1C(=CC2=CN(N=C2C1)CCC(C)(C)O)NC(C1=CC(=CC=C1)[N+](=O)[O-])=O)=O